FC1=C(C=C(C=C1)F)[C@@H]1N(C[C@H](C1)F)C1=NN(C2=NC=C(C=C21)C=2OC(=NN2)COC(F)(F)F)COCC[Si](C)(C)C 2-(3-((2R,4S)-2-(2,5-difluorophenyl)-4-fluoropyrrolidin-1-yl)-1-((2-(trimethylsilyl)ethoxy)methyl)-1H-pyrazolo[3,4-b]pyridin-5-yl)-5-((trifluoromethoxy)methyl)-1,3,4-oxadiazole